C1NCC12CC(C2)NC=2C=C1C(N(C(C1=CC2)=O)CC2=CC1=C(NC(O1)=O)C=C2)CC2=CC=CC=C2 6-((5-((2-azaspiro[3.3]heptan-6-yl)amino)-3-benzyl-1-oxoisoindolin-2-yl)methyl)benzo[d]oxazol-2(3H)-one